[3-(dimethylamino)benzoyl]3-(dimethylamino)benzoate CN(C=1C=C(C(=O)OC(C2=CC(=CC=C2)N(C)C)=O)C=CC1)C